FC=1C=C(C=CC1OC)C=1N=C2N(C(C1)=O)C=C(C=C2)N2C[C@@H](NCC2)C 2-(3-Fluoro-4-methoxyphenyl)-7-[(3S)-3-methylpiperazin-1-yl]-4H-pyrido[1,2-a]pyrimidin-4-one